C(C1=CC=CC=C1)OCOC(=O)N1CCN(CC1)C1=CC=C(C=C1)C(NC1=CC(=C(C=C1)C)NC1=NC=CC(=N1)C=1C=NC=CC1)=O 4-{4-[4-Methyl-3-(4-pyridin-3-yl-pyrimidin-2-ylamino)-phenylcarbamoyl]-phenyl}-piperazine-1-carboxylic acid benzyloxymethyl ester